4-(2-(2-methylbenzylidene)hydrazino)-2-(prop-2-yn-1-ylthio)-6-(trifluoromethyl)pyrimidine CC1=C(C=NNC2=NC(=NC(=C2)C(F)(F)F)SCC#C)C=CC=C1